FC(C1=NN=C(O1)C1=CN=C(S1)CN(S(=O)(=O)CCN1CCOCCC1)C=1C=NC=C(C1)F)F N-({5-[5-(difluoromethyl)-1,3,4-oxadiazol-2-yl]-1,3-thiazol-2-yl}methyl)-N-(5-fluoropyridin-3-yl)-2-(1,4-oxaazepan-4-yl)ethane-1-sulfonamide